8-methyl-2-{[5-(trifluoromethyl)pyridin-2-yl]methyl}-4,5-dihydro-2H-furo[2,3-g]indazole-7-carboxylic acid ethyl ester C(C)OC(=O)C1=C(C2=C(CCC3=CN(N=C23)CC2=NC=C(C=C2)C(F)(F)F)O1)C